FC1=CC=C(C=C1)NC=1C(C(C1N(CC1=NC=C(C=C1)C1=NOC(=N1)C(F)(F)F)C)=O)=O 3-((4-fluorophenyl)amino)-4-(methyl((5-(5-(trifluoromethyl)-1,2,4-oxadiazol-3-yl)pyridin-2-yl)methyl)amino)cyclobut-3-ene-1,2-dione